ClCC(=O)N1C(CN(CC1)C1=NN(C(=C1)C)C1=CC=C(C=C1)OC(F)(F)F)(C)C 2-chloro-1-[2,2-dimethyl-4-[5-methyl-1-[4-(trifluoromethoxy)phenyl]pyrazol-3-yl]piperazin-1-yl]ethanone